(R)-N-[(1S)-1-[(2R,3S,5R,6S)-5-azido-3-benzyloxy-6-(p-tolylsulfanyl)tetrahydropyran-2-yl]ethyl]-2-methyl-propane-2-sulfinamide N(=[N+]=[N-])[C@@H]1C[C@@H]([C@H](O[C@H]1SC1=CC=C(C=C1)C)[C@H](C)N[S@](=O)C(C)(C)C)OCC1=CC=CC=C1